FC(C(C(C(OCC)(F)F)(F)F)(F)F)(F)F 1,1,1,2,2,3,3,4,4-nonafluoro-4-ethoxybutane